COC(C(C(CC)O)O)=O methyl-2,3-dihydroxypentanoate